propyl 5-{2-[2-(5-methoxyquinoline-8-sulfonamido)phenyl]ethynyl}pyridine-2-carboxylate COC1=C2C=CC=NC2=C(C=C1)S(=O)(=O)NC1=C(C=CC=C1)C#CC=1C=CC(=NC1)C(=O)OCCC